((2-(3'-(2-amino-1H-benzo[d]imidazol-5-yl)-2,2'-dimethyl-[1,1'-biphenyl]-3-yl)-6-(difluoromethoxy)benzo[d]oxazol-5-yl)methyl)-L-proline NC1=NC2=C(N1)C=CC(=C2)C=2C(=C(C=CC2)C2=C(C(=CC=C2)C=2OC1=C(N2)C=C(C(=C1)OC(F)F)CN1[C@@H](CCC1)C(=O)O)C)C